1-[5-chloro-2-(2-hydroxyethyl)phenyl]-3-(3-trifluoromethylsulphanylphenyl)urea ClC=1C=CC(=C(C1)NC(=O)NC1=CC(=CC=C1)SC(F)(F)F)CCO